CN(C)C[C@H]1N(CCC1)C1=CC=C(C=C1)NC1=NC=NC(=C1)N1OCC[C@@H]1C1=CC=CC=C1 N-(4-((S)-2-((dimethylamino)methyl)pyrrolidin-1-yl)phenyl)-6-((R)-3-phenylisoxazolidin-2-yl)Pyrimidine-4-amine